5-bromo-1,15,21-trimethyl-23-oxa-2,9,11,15,20,21,26-heptaazahexacyclo[24.3.1.1^{13,17}.0^{2,10}.0^{3,8}.0^{18,22}]hentriaconta-3,5,7,9,13,17(31),18(22),19-octaene-12,16-dione BrC=1C=C2N3C4(CCCN(CCOC=5N(N=CC5C=5C(N(C=C(C(NC3=NC2=CC1)=O)C5)C)=O)C)C4)C